1,2-dimethoxy-4-(1-vinylcyclohexyl)benzene COC1=C(C=C(C=C1)C1(CCCCC1)C=C)OC